tert-butyl 4-(3-amino-7-(8-chloro-7-fluoronaphthalen-1-yl)-8-fluoro-1,6-naphthyridin-4-yl)piperazine-1-carboxylate NC=1C=NC2=C(C(=NC=C2C1N1CCN(CC1)C(=O)OC(C)(C)C)C1=CC=CC2=CC=C(C(=C12)Cl)F)F